FC=1C=CC=C2C=C(NC12)C(=O)N(C)[C@H]1COCC=2NC(C=3C=C(C=CC3C21)F)=O (R)-7-fluoro-N-(8-fluoro-6-oxo-1,4,5,6-tetrahydro-2H-pyrano[3,4-c]isoquinolin-1-yl)-N-methyl-1H-indole-2-carboxamide